BrC=1N=C(C(=NC1)N)C=1OC(=NN1)C1=CC=C(C=C1)CNC1CCN(CC1)C 5-bromo-3-(5-(4-(((1-methylpiperidin-4-yl)amino)methyl)phenyl)-1,3,4-oxadiazol-2-yl)pyrazin-2-amine